COC1=C(C=CC=C1)N1C=NC(=C1)C(=O)N1CC2=CC=CC=C2C(C1)C=1C=NN(C1)C [1-(2-Methoxyphenyl)imidazol-4-yl]-[4-(1-methylpyrazol-4-yl)-3,4-dihydro-1H-isoquinolin-2-yl]methanone